C1(CC1)S(=O)(=O)NC=1SC=C(N1)C(C(=O)NC1=CC=C(C=C1)C=1C=NC(=CC1)OC)(C)C 2-(2-(cyclopropanesulfonamido)thiazol-4-yl)-N-(4-(6-methoxypyridin-3-yl)phenyl)-2-methylpropanamide